C=CC=CCCCCCCCCCCC(CCC)C(=O)O octadecadiene-15-carboxylic acid